N-[2-(2-aminoethoxy)ethyl]-2-chloro-4-[[3-[3-(trifluoromethyl)-1H-pyrazol-4-yl]imidazo[1,2-a]pyrazin-8-yl]amino]benzamide hydrochloride Cl.NCCOCCNC(C1=C(C=C(C=C1)NC=1C=2N(C=CN1)C(=CN2)C=2C(=NNC2)C(F)(F)F)Cl)=O